P(=O)(O)(O)O[C@H]1C[C@@H](O[C@@H]1CO)N1C(=O)N=C(N)C=C1 Deoxycytidine-3'-phosphate